N-(3-{4-[4-(Aminocarbonyl)benzyl]-1-piperidinyl}propyl)-N-(3-chloro-4-methylphenyl)-1-(methylsulfonyl)-4-piperidinecarboxamide NC(=O)C1=CC=C(CC2CCN(CC2)CCCN(C(=O)C2CCN(CC2)S(=O)(=O)C)C2=CC(=C(C=C2)C)Cl)C=C1